C(C=C)(=O)NC1=CC=C(C(=O)NC=2C3=C(N(N2)C)C(N(C3)C(=O)N[C@H](CN(C)C)C3=CC=CC=C3)(C)C)C=C1 (S)-3-(4-acrylamidobenzamido)-N-(2-(dimethylamino)-1-phenylethyl)-1,6,6-trimethyl-4,6-dihydropyrrolo[3,4-c]pyrazole-5(1H)-carboxamide